FC1=C(C(=O)O)C=CC=C1C1CN(CC1)C1=C(C=CC=C1)C 2-fluoro-3-(1-(o-tolyl)pyrrolidin-3-yl)benzoic acid